C(/C1=CC=CC=C1)=C/1\C(N(C(C1)=O)CCCC(=O)N[C@@H]1[C@H](CCCC1)O)=O 4-(3-((E)-benzylidene)-2,5-diketopyrrolidinyl)-N-((1S,2S)-2-hydroxycyclohexyl)butanamide